[Na+].[Na+].[C@]1([C@H](O)[C@H](O)[C@@H](CO)O1)(N1C=NC=2C(O)=NC=NC12)C(=O)[O-].[C@]1([C@H](O)[C@H](O)[C@@H](CO)O1)(N1C=NC=2C(O)=NC=NC12)C(=O)[O-] Inosinate disodium